1-{6-bromo-2-methylimidazo[1,2-a]pyridin-8-yl}ethanone BrC=1C=C(C=2N(C1)C=C(N2)C)C(C)=O